1-pentadecanoyl-2-(9Z,12Z,15Z-octadecatrienoyl)-glycero-3-phospho-(1'-sn-glycerol) CCCCCCCCCCCCCCC(=O)OC[C@H](COP(=O)(O)OC[C@H](CO)O)OC(=O)CCCCCCC/C=C\C/C=C\C/C=C\CC